4-(ethynyl)benzoic acid C(#C)C1=CC=C(C(=O)O)C=C1